(tert-butyl 1-(cyclopropylamino)-3-methyl-1-oxobutan-2-yl) carbamate C(N)(OC(C(=O)NC1CC1)C(CC(C)(C)C)C)=O